6-(p-tolyl)-7H-[1,2,4]triazolo[3,4-b][1,3,4]thiadiazine C1(=CC=C(C=C1)C1=NN2C(SC1)=NN=C2)C